C(C)(C)N1C(=NN=C1)C1=CC=CC(=N1)N 6-(4-isopropyl-4H-1,2,4-triazol-3-yl)pyridine-2-amine